C1(=CC=CC2=CC(=CC=C12)CN)CN 6-naphthalenedimethylamine